(R)-2-(2-((6-(1-aminoisoquinolin-5-yl)-2,3-dihydro-1H-inden-1-yl)oxy)-6-methylphenyl)acetic acid NC1=NC=CC2=C(C=CC=C12)C1=CC=C2CC[C@H](C2=C1)OC1=C(C(=CC=C1)C)CC(=O)O